2-[2-cyclopropyl-5-(ethylsulfonyl)-1-methyl-1H-imidazol-4-yl]-3-methyl-6-(trifluoromethyl)-3H-imidazo[4,5-b]pyridine C1(CC1)C=1N(C(=C(N1)C1=NC=2C(=NC=C(C2)C(F)(F)F)N1C)S(=O)(=O)CC)C